hydroxy-6-(hydroxymethyl)tetrahydro-2H-pyran-3-yl acetate C(C)(=O)OC1C(OC(CC1)CO)O